P(OC1=C(C=C(C=C1)C(C)(C)C)C(C)(C)C)OPOC1=CC=C(C=C1)C1=CC=CC=C1 (2,4-di-tert-butylphenyl) 4,4'-biphenylyl diphosphonite